C1(CC1)N1N=CC(=C1)C=1C=2N(C=C(N1)C1=CC=C(C=C1)Cl)N=C(N2)N[C@H](CO)C (S)-2-((8-(1-cyclopropyl-1H-pyrazol-4-yl)-6-(4-chlorophenyl)-[1,2,4]triazolo[1,5-a]pyrazin-2-yl)amino)propan-1-ol